ClC1=NN(C(=C1)C(=O)NC1=C(C=C(C=C1C(=O)NC(C)C)C#N)C)C1=NC=CC=C1Cl 3-chloro-1-(3-chloro-2-pyridinyl)-N-[4-cyano-2-methyl-6-[[(1-methylethyl)amino]carbonyl]phenyl]-1H-pyrazole-5-carboxamide